C(C1=CC=CC=C1)N1CCC2(CN(C2)C=2SC3=C(N2)C=CC=C3)CC1 2-(7-benzyl-2,7-diazaspiro[3.5]non-2-yl)benzo[d]thiazole